N[C@@H]1C2OC[C@@]([C@H]3[C@@H]1OC(O3)(C)C)(O2)CNC(OC(C)(C)C)=O tert-Butyl (((3aR,4S,8S,8aR)-8-amino-2,2-dimethyltetrahydro-4,7-epoxy [1,3]dioxolo[4,5-d]oxepin-4(5H)-yl)methyl)carbamate